ClC1=NC=CC(=N1)NC1=NC=C(C(=C1)N1C[C@H](CCC1)O)C=1C=NN(C1)C1CCOCC1 (3S)-1-[2-[(2-Chloropyrimidin-4-yl)amino]-5-(1-tetrahydropyran-4-ylpyrazol-4-yl)-4-pyridyl]piperidin-3-ol